C1(CC1)C1=CC(=NC=2N1N=C(C2)C=2C(=CC(=NC2F)N2C[C@H](CC2)C(=O)O)OC)C(=O)N2[C@@H](C1=CC=CC=C1CC2)C (3S)-1-(5-{7-cyclopropyl-5-[(1R)-1-methyl-1,2,3,4-tetrahydroisoquinoline-2-carbonyl]-pyrazolo[1,5-a]pyrimidin-2-yl}-6-fluoro-4-methoxypyridin-2-yl)pyrrolidine-3-carboxylic acid